(1S,2R)-2-aminocyclobutyl (S)-1-(4-fluorophenyl)-3,4-dihydroisoquinoline-2(1H)-carboxylate FC1=CC=C(C=C1)[C@@H]1N(CCC2=CC=CC=C12)C(=O)O[C@@H]1[C@@H](CC1)N